n-propyl-2-(2,3-difluoro-4-methoxyphenoxy)-9H-purin-6-amine C(CC)N1C2=NC(=NC(=C2N=C1)N)OC1=C(C(=C(C=C1)OC)F)F